((2-(((S)-3-(1-(2-ethylbutyl)piperidin-4-yl)-1-oxo-1-((S)-2-((R)-2-phenylmorpholine-4-carbonyl)pyrrolidin-1-yl)propan-2-yl)carbamoyl)benzo[b]thiophen-5-yl)difluoromethyl)phosphonic acid C(C)C(CN1CCC(CC1)C[C@@H](C(N1[C@@H](CCC1)C(=O)N1C[C@H](OCC1)C1=CC=CC=C1)=O)NC(=O)C1=CC2=C(S1)C=CC(=C2)C(F)(F)P(O)(O)=O)CC